ClC1=NN(C=C1[N+](=O)[O-])COCC[Si](C)(C)C 3-chloro-4-nitro-1-((2-(trimethylsilyl)ethoxy)methyl)-1H-pyrazole